C1(CC1)COC1=C(C=O)C=CC=C1F (cyclopropylmethoxy)-3-fluoro-benzaldehyde